IC=1C=C(C(=CC1)NCC1=CC(=C(C=C1)OCC=1C=NC(=CC1)OC)OC)N 4-iodo-N1-(3-methoxy-4-((6-methoxypyridin-3-yl)methoxy)benzyl)benzene-1,2-diamine